NC1=C(C=C(N=N1)C1=C(C=CC=C1)O)N1C[C@H]2CC[C@@H](C1)N2C2=C(C(=CC=C2)OCCN2CCNCC2)F 2-[6-amino-5-[(1R,5S)-8-[2-fluoro-3-(2-piperazin-1-ylethoxy)phenyl]-3,8-diazabicyclo[3.2.1]octan-3-yl]pyridazin-3-yl]phenol